5-(pyridazin-3-ylmethyl)-2,3,3a,4,6,6a-hexahydro-1H-pyrrolo[3,4-c]pyrrole hydrochloride Cl.N1=NC(=CC=C1)CN1CC2C(C1)CNC2